R-2-(2-methylbenzyl)-1-cycloheptanone CC1=C(C[C@@H]2C(CCCCC2)=O)C=CC=C1